OC(C(=O)C=1C=C2C(CC(C2=CC1)(C)C1=CC=C(C=C1)C(C(C)(C)O)=O)(C)C)(C)C 2-hydroxy-1-{1-[4-(2-hydroxy-2-methyl-propionyl)-phenyl]-1,3,3-trimethyl-indan-5-yl}-2-methyl-propan-1-one